4-(2-methoxypyrimidin-5-yl)cyclohex-3-ene-1-carboxylic acid ethyl ester C(C)OC(=O)C1CC=C(CC1)C=1C=NC(=NC1)OC